FC(C=1C(=NC=CC1)OCC(C)(C)NC(C[C@@H]1N(CCC1)C)=O)F (R)-N-(1-((3-(difluoromethyl)pyridin-2-yl)oxy)-2-methylpropan-2-yl)-2-(1-methylpyrrolidin-2-yl)acetamide